Isopropyl-magnesium Bromide C(C)(C)[Mg]Br